diheptyl cyclohexane-1,2-dicarboxylate C1(C(CCCC1)C(=O)OCCCCCCC)C(=O)OCCCCCCC